(S)-3-chloro-4-((3,5-difluoropyridin-2-yl)methoxy-d2)-2'-(3-(2-hydroxypropan-2-yl)-1H-Pyrazol-1-yl)-5',6'-dimethyl-2H-[1,4'-bipyridine]-2-one ClC=1C(N(C=CC1OC([2H])([2H])C1=NC=C(C=C1F)F)C1=CC(=NC(=C1C)C)N1N=C(C=C1)C(C)(C)O)=O